BrC/C=C/C(=O)NC1=CC=C(C(=O)N)C=C1 4-[(2E)-4-bromobut-2-enamido]benzamide